C(N)(=O)C1=CC(=NC2=C1N=CN=C2NCCNC(OC(C)(C)C)=O)Cl tert-butyl N-[2-([8-carbamoyl-6-chloropyrido[3,2-d]pyrimidin-4-yl]amino)ethyl]carbamate